ClC1=C2C=C(NC2=CC(=C1OCC1=C(C=CC=C1)C)Cl)C(=O)O 4,6-Dichloro-5-((2-methylbenzyl)oxy)-1H-indole-2-carboxylic acid